dicyclohexyl-(3,5-dimethylphenyl)phosphine C1(CCCCC1)P(C1=CC(=CC(=C1)C)C)C1CCCCC1